NC1=NC=C2NC=NC2=N1 D-2-aminopurine